C(C)(C)(C)OC(=O)N1[C@H](CC[C@@H](C1)NC(=O)OCC1=CC=CC=C1)C=1OC(=NN1)Br (2R,5S)-5-{[(benzyloxy)carbonyl]amino}-2-(5-bromo-1,3,4-oxadiazol-2-yl)piperidine-1-carboxylic acid tert-butyl ester